1-((3-(5-(3,5-difluorophenyl)-4,5-dihydro-1H-pyrazole-1-carbonyl)bicyclo[1.1.1]pentan-1-yl)methyl)-1H-pyrrolo[2,3-b]pyridine-5-carbonitrile FC=1C=C(C=C(C1)F)C1CC=NN1C(=O)C12CC(C1)(C2)CN2C=CC=1C2=NC=C(C1)C#N